3-naphthoyl borate B(OC(=O)C=1C=CC2=CC=CC=C2C1)([O-])[O-]